(E)-1-(3-((4-amino-7-methyl-5-(4-phenoxyphenyl)-7H-pyrrolo[2,3-d]pyrimidin-6-yl)ethynyl)azetidin-1-yl)-4-(azetidin-1-yl)but-2-en-1-one NC=1C2=C(N=CN1)N(C(=C2C2=CC=C(C=C2)OC2=CC=CC=C2)C#CC2CN(C2)C(\C=C\CN2CCC2)=O)C